(3R)-3-{[10-cyclopropyl-2-(3-fluorophenyl)[1,2,4]triazolo[1,5-c]quinazolin-5-yl]amino}azepan-2-one C1(CC1)C=1C=2C=3N(C(=NC2C=CC1)N[C@H]1C(NCCCC1)=O)N=C(N3)C3=CC(=CC=C3)F